((2-fluoro-4-iodophenyl)amino)-1-methyl-4-((4-(methylsulfonyl)-3,4-dihydro-2H-benzo[b][1,4]oxazin-8-yl)oxy)-6-oxo-1,6-dihydropyridine-3-carboxamide FC1=C(C=CC(=C1)I)NC=1N(C(C=C(C1C(=O)N)OC1=CC=CC2=C1OCCN2S(=O)(=O)C)=O)C